1-(2-((trimethylsilyl)ethynyl)pyridin-4-yl)ethan-1-one Tert-butyl(1-((14-((2-(2,6-dioxopiperidin-3-yl)-1,3-dioxoisoindolin-4-yl)amino)tetradecyl)sulfonyl)piperidin-4-yl)carbamate C(C)(C)(C)N(C(O)=O)C1CCN(CC1)S(=O)(=O)CCCCCCCCCCCCCCNC1=C2C(N(C(C2=CC=C1)=O)C1C(NC(CC1)=O)=O)=O.C[Si](C)(C)C#CC1=NC=CC(=C1)C(C)=O